dimethyl (S,E)-2-(1,3-diphenylallyl)malonate C1(=CC=CC=C1)[C@@H](\C=C\C1=CC=CC=C1)C(C(=O)OC)C(=O)OC